C(C)OP(=O)(OCC)OC1=CC=C(CN(C(=O)OCC)CCCCC2NC(OC2=O)=O)C=C1 4-((diethoxyphosphoryl)oxy)benzyl-(4-(2,5-dioxooxazolidin-4-yl)butyl)urethane